(R,E)-N-(2-(Dibenzylamino)ethylidene)-2-methylpropane-2-sulfinamide C(C1=CC=CC=C1)N(C\C=N\[S@](=O)C(C)(C)C)CC1=CC=CC=C1